C(C)(C)(C)C1=CC(=C(C(=C1)C(C)(C)C)O)C 4,6-di-tertiary butyl-2-methylphenol